N1=C(C=CC=C1)CCNC(=O)C1C(CCC(C1)C)C(C)C N-(2-(2-pyridyl)ethyl)-2-isopropyl-5-methylcyclohexanecarboxamide